ClC=1C(=NC=CC1I)NC([2H])([2H])[2H] 3-Chloro-4-iodo-N-(methyl-d3)pyridin-2-amine